(6S)-5-((S)-2-amino-3,3-dimethylbutyryl)-N-((1S)-1-cyano-2-(2-oxopyrrolidin-3-yl-5,5-d2)ethyl)-5-azaspiro[2.4]heptane-6-carboxamide N[C@H](C(=O)N1CC2(CC2)C[C@H]1C(=O)N[C@@H](CC1C(NC(C1)([2H])[2H])=O)C#N)C(C)(C)C